1-(11Z-eicosenoyl)-2-(11Z,14Z-eicosadienoyl)-glycero-3-phosphocholine CCCCCCCC/C=C\CCCCCCCCCC(=O)OC[C@H](COP(=O)([O-])OCC[N+](C)(C)C)OC(=O)CCCCCCCCC/C=C\C/C=C\CCCCC